CC=1NC=2N(C(C1C1=CC=CC=C1)=O)N=C(C2N2CCCCC2)C2=CC=CC=C2 5-methyl-2,6-diphenyl-3-(piperidin-1-yl)pyrazolo[1,5-a]pyrimidin-7(4H)-one